C(C)(C)(C)OC(N(C(=O)OC(C)(C)C)C1=C(C(=CC(=C1)F)Br)C)=O (3-bromo-5-fluoro-2-methylphenyl)(tert-butoxycarbonyl)carbamic acid tert-butyl ester